C(C1=CC=CC=C1)N(C(C#C)=O)C1=C(C=CC=C1)C(C(C)C)=O N-benzyl-N-(2-isobutyrylphenyl)propiolamide